5-amino-3-(1-ethylpropoxy)-1-cyclohexene-1-carboxylic acid ethyl ester phosphate P(=O)(O)(O)O.C(C)OC(=O)C1=CC(CC(C1)N)OC(CC)CC